N=1N=NN2CCOC3=C(C21)C=CC=C3NC3=CC(=NC=C3C(=O)NC)NC3=NC=C(C=C3)F 4-((5,6-dihydrobenzo[f]tetrazolo[1,5-d][1,4]oxazepin-8-yl)amino)-6-((5-fluoropyridin-2-yl)amino)-N-methylnicotinamide